FC(C1=NC(=NO1)C1=CC=C(C=C1)C(CNC1=CC(=CC=C1)C(F)(F)F)=O)(F)F 1-(4-(5-(trifluoromethyl)-1,2,4-oxadiazol-3-yl)phenyl)-2-((3-(trifluoromethyl)phenyl)amino)ethan-1-one